[Si](C)(C)(C(C)(C)C)OCC1=NC=C(C=C1)C1(COC1)OC 2-(((tert-butyldimethylsilyl)oxy)methyl)-5-(3-methoxyoxetane-3-yl)pyridine